2-[(1S)-1-cyclohexylethoxy]-N-(2,6-dichlorophenyl)-5-fluoro-4-(3-oxo-5,6,7,8-tetrahydro[1,2,4]triazolo[4,3-a]pyridin-2(3H)-yl)benzamide Ruthenium(III) ammonium citrate C(CC(O)(C(=O)[O-])CC(=O)[O-])(=O)[O-].[NH4+].[Ru+3].C1(CCCCC1)[C@H](C)OC1=C(C(=O)NC2=C(C=CC=C2Cl)Cl)C=C(C(=C1)N1N=C2N(CCCC2)C1=O)F